BrC1=C(N=C(C(=N1)C(=O)OCC)N1CCC(CC1)(C)C(CF)NC(=O)OC(C)(C)C)C ethyl 6-bromo-3-(4-(1-((tert-butoxycarbonyl) amino)-2-fluoroethyl)-4-methylpiperidin-1-yl)-5-methylpyrazine-2-carboxylate